2-chloro-6-(4-(trifluoromethyl)phenyl)pyrimidin-4-amine ClC1=NC(=CC(=N1)N)C1=CC=C(C=C1)C(F)(F)F